N-(6-(4-((1R,2S)-6-hydroxy-2-phenyl-1,2,3,4-tetrahydronaphthalen-1-yl)phenoxy)hexyl)-2-(7-phenyl-2,7-diazaspiro[4.4]nonan-2-yl)isonicotinamide OC=1C=C2CC[C@@H]([C@@H](C2=CC1)C1=CC=C(OCCCCCCNC(C2=CC(=NC=C2)N2CC3(CC2)CN(CC3)C3=CC=CC=C3)=O)C=C1)C1=CC=CC=C1